C(CCC)N Butylamin